perfluorodecyltris(dimethylamino)silane FC(C(C(C(C(C(C(C(C(C(F)(F)F)(F)F)(F)F)(F)F)(F)F)(F)F)(F)F)(F)F)(F)F)([Si](N(C(F)(F)F)C(F)(F)F)(N(C(F)(F)F)C(F)(F)F)N(C(F)(F)F)C(F)(F)F)F